(R)-3-(9H-fluoren-9-ylmethoxycarbonylamino)-3-phenyl-propionic acid C1=CC=CC=2C3=CC=CC=C3C(C12)COC(=O)N[C@H](CC(=O)O)C1=CC=CC=C1